FC(C1=CC=C(C=C1)NC(C1=C(C(=CC(=C1)F)F)OC(C)=O)=O)(F)F N-(4-trifluoromethylphenyl)-2-acetoxy-3,5-difluorobenzamide